C(C)OCC1(CN(CC1)CC=1C=CC(=NC1)C)CCC=1SC(=CC1)F 5-((3-(ethoxymethyl)-3-(2-(5-fluorothiophen-2-yl)ethyl)pyrrolidin-1-yl)methyl)-2-methylpyridine